1-(7-(6-chloro-2-(3-(dimethylamino)azetidin-1-yl)-8-fluoro-7-(6-fluoro-1-methyl-1H-indazol-7-yl)quinazolin-4-yl)-2,7-diazaspiro[3.5]nonan-2-yl)prop-2-en-1-one ClC=1C=C2C(=NC(=NC2=C(C1C=1C(=CC=C2C=NN(C12)C)F)F)N1CC(C1)N(C)C)N1CCC2(CN(C2)C(C=C)=O)CC1